triphenyl-(2-phenylpyridin-4-yl)phosphonium triflate [O-]S(=O)(=O)C(F)(F)F.C1(=CC=CC=C1)[P+](C1=CC(=NC=C1)C1=CC=CC=C1)(C1=CC=CC=C1)C1=CC=CC=C1